2-((5-((3-(4,4-difluoropiperidin-1-yl)-5-methylphenyl)amino)-4-(6-azaspiro[2.5]oct-6-yl)pyrido[4,3-d]pyrimidin-2-yl)amino)-2-methylpropan-1-ol FC1(CCN(CC1)C=1C=C(C=C(C1)C)NC1=NC=CC=2N=C(N=C(C21)N2CCC1(CC1)CC2)NC(CO)(C)C)F